N2-(1-methylpiperidin-4-yl)-7-(m-tolyl)pyrido[2,3-d]pyrimidine-2,4-diamine CN1CCC(CC1)NC=1N=C(C2=C(N1)N=C(C=C2)C=2C=C(C=CC2)C)N